4-amino-7-(6-((2S,6R)-2,6-dimethylmorpholino)pyridin-3-yl)-2-(hydroxymethyl)-5,5-dimethyl-5,7-dihydro-6H-pyrrolo[2,3-d]pyrimidin-6-one NC=1C2=C(N=C(N1)CO)N(C(C2(C)C)=O)C=2C=NC(=CC2)N2C[C@@H](O[C@@H](C2)C)C